Cl.C1(CCCCC1)CN1CC2=C(NC(C13CCNCC3)=O)C=CC=C2 4-(cyclohexyl-methyl)-4,5-dihydrospiro[benzo[e][1,4]diazepine-3,4'-piperidin]-2(1H)-one hydrochloride